ClC1=CC(=CC(=N1)C(CNC(=O)C1=NOC(=C1)C1=C(C=C(C=C1)F)F)(C)C=1C=NN(C1)C)C#N N-[2-(6-chloro-4-cyano-2-pyridyl)-2-(1-methylpyrazol-4-yl)propyl]-5-(2,4-difluorophenyl)isoxazole-3-carboxamide